1-((6-(3-aminopyrrolidin-1-yl)pyridin-3-yl)methyl)-3-(4-(2-(4-bromophenyl)propan-2-yl)thiazol-2-yl)urea NC1CN(CC1)C1=CC=C(C=N1)CNC(=O)NC=1SC=C(N1)C(C)(C)C1=CC=C(C=C1)Br